C(C)(=O)[O-].[Hf+4].C(C)(=O)[O-].C(C)(=O)[O-].C(C)(=O)[O-] Hafnium acetate